4-(4-Acetyloxy-3-methylphenyl)-1(2H)-phthalazinone C(C)(=O)OC1=C(C=C(C=C1)C1=NNC(C2=CC=CC=C12)=O)C